Ethyl 2-[[4-[[4-[[(4-iodobenzoyl)amino]methyl]triazol-1-yl]methyl]phenyl]carbamoyl]-4-methyl-pentanoate IC1=CC=C(C(=O)NCC=2N=NN(C2)CC2=CC=C(C=C2)NC(=O)C(C(=O)OCC)CC(C)C)C=C1